3-Fluoro-4-methoxycyanopyridine FC=1C(=NC=CC1OC)C#N